TRIAZENIDE [N-]=NN